3-[(3-methylsulfonylphenyl)methoxy]azetidine CS(=O)(=O)C=1C=C(C=CC1)COC1CNC1